FC1(O[C@H]([C@H](NC1)CNC1=NC=C(C(=N1)C)C(F)(F)F)C)F N-(((2S,3R)-6,6-Difluoro-2-methylmorpholin-3-yl)methyl)-4-methyl-5-(trifluoromethyl)pyrimidin-2-amine